(S)-N-(4-(4-((2-amino-4-fluoro-2,4-dimethylpentyl)oxy)-3-(trifluoromethyl)phenyl)pyridin-2-yl)acetamide tert-butyl-(S)-4-azido-2-((tert-butoxycarbonyl)(methyl)amino)butanoate C(C)(C)(C)OC([C@H](CCN=[N+]=[N-])N(C)C(=O)OC(C)(C)C)=O.N[C@](COC1=C(C=C(C=C1)C1=CC(=NC=C1)NC(C)=O)C(F)(F)F)(CC(C)(C)F)C